(6-methyl-[1,2,4]triazolo[4,3-a]pyridin-3-yl)(4-(2-(trifluoromethyl)phenyl)piperidin-1-yl)methanone t-hexyl-perbenzoate C(C)(C)(CCC)OOC(C1=CC=CC=C1)=O.CC=1C=CC=2N(C1)C(=NN2)C(=O)N2CCC(CC2)C2=C(C=CC=C2)C(F)(F)F